ClC=1C(N(C(=CC1OC([2H])([2H])C1=NC=C(C=C1F)F)C)C1=CC(=NC=C1C)N1N=C(C=C1)[C@]1(C(NCC1)=C=O)C)=O (R)-3-chloro-4-((3,5-difluoropyridin-2-yl)methoxy-d2)-5',6-dimethyl-2'-(3-((R)-3-methyl-2-carbonyl-pyrrolidin-3-yl)-1H-pyrazol-1-yl)-2H-[1,4'-bipyridin]-2-one